3-((2-(6-methoxypyridin-3-yl)-2,3-dihydrobenzo[b][1,4]dioxin-6-yl)methyl)-6-(4-methylpiperazin-1-yl)-3H-imidazo[4,5-b]pyridine COC1=CC=C(C=N1)C1COC2=C(O1)C=CC(=C2)CN2C=NC=1C2=NC=C(C1)N1CCN(CC1)C